OC1=CC=NC(=C1C(=O)N1CCNCC1)OC 4-(4-hydroxy-2-methoxynicotinoyl)piperazin